C(C1=CC=CC=C1)OC=1C=C2CCNC(C2=CC1OC)/C=C/C=1C(=CC(=C(OC(C#N)C2=CC=CC=C2)C1)OC)C (5-{(E)-2-[6-(benzyloxy)-7-methoxy-1,2,3,4-tetrahydroisoquinolin-1-yl]ethenyl}-2-methoxy-4-methylphenoxy)(phenyl)acetonitrile